2-chloro-N-(oxacyclohex-4-yl)-5-(trifluoromethyl)pyrimidin-4-amine ClC1=NC=C(C(=N1)NC1CCOCC1)C(F)(F)F